C(#N)C1=CC2=C(CN(C[C@H]2C2=C(C=CC=C2)C=2C(=NN(C2)CC)C(F)(F)F)C(/C=C/[C@H](COC)N(C(OC(C)(C)C)=O)C)=O)S1 tert-butyl ((R,E)-5-((S)-2-cyano-4-(2-(1-ethyl-3-(trifluoromethyl)-1H-pyrazol-4-yl)phenyl)-4,7-dihydrothieno[2,3-c]pyridin-6(5H)-yl)-1-methoxy-5-oxopent-3-en-2-yl)(methyl)carbamate